[Cl-].[SH3+].N(=[N+]=[N-])CC(C[S+](CC[C@H](N)C(=O)O)C)O.[Cl-] S-(3-azido-2-hydroxypropyl)-L-methionine Sulfonium Chloride